BrC=1C=CC(=NC1)/C(=C/C=1C=CC(=C(C1)[C@]1(N=C(O[C@@H]2C[C@H]12)N)C(F)F)F)/F (1R,5S,6R)-5-(5-((Z)-2-(5-bromopyridin-2-yl)-2-fluorovinyl)-2-fluorophenyl)-5-(difluoromethyl)-2-oxa-4-azabicyclo[4.1.0]hept-3-en-3-amine